benzyl 4-(azetidin-3-yl)-3-oxopiperazine-1-carboxylate N1CC(C1)N1C(CN(CC1)C(=O)OCC1=CC=CC=C1)=O